C(CCCCCC(C)(C)C)(=O)[O-].C(CCCCCC(C)(C)C)(=O)[O-].C[Sn+2]C dimethyltin dineodecanoate